NC1=C(C=NN1[C@@H](CO)C)S(=O)(=O)NC=1C=CC(=C2C(=CNC12)C#N)Cl 5-amino-N-(4-chloro-3-cyano-1H-indol-7-yl)-1-[(1R)-2-hydroxy-1-methyl-ethyl]pyrazole-4-sulfonamide